trans-2-(2,6-dioxopiperidin-3-yl)-5-(4-hydroxy-1-((4-methoxycyclohexyl)methyl)piperidin-4-yl)isoindoline-1,3-dione O=C1NC(CCC1N1C(C2=CC=C(C=C2C1=O)C1(CCN(CC1)C[C@@H]1CC[C@H](CC1)OC)O)=O)=O